diazenium chloride [Cl-].[NH2+]=N